2,6-dibromo-p-phenylenediamine BrC1=C(C(=CC(=C1)N)Br)N